2-isopropyl-N-methyl-8-(6-methyl-7-oxo-6,7-dihydro-1H-pyrrolo[2,3-c]pyridin-4-yl)-3-oxo-3,4-dihydro-2H-1,4-benzoxazine-6-sulfonamide C(C)(C)C1OC2=C(NC1=O)C=C(C=C2C=2C1=C(C(N(C2)C)=O)NC=C1)S(=O)(=O)NC